CC1=CC=C(C=C1)S(=O)(=O)NN=C(CC1=CC=CC=C1)C1=CC=CC=C1 diphenylethanone p-toluenesulfonyl hydrazone